ClC=1C(=NC=C(C1)F)OC1CCC2(C(NC3=CC=C(C=C23)C(=O)NCC)=O)CC1 cis-4-((3-chloro-5-fluoropyridin-2-yl)oxy)-N-ethyl-2'-oxospiro[cyclohexane-1,3'-indoline]-5'-carboxamide